C(C)(C)(C)OC(=O)NCCCC[C@H](N)C(=O)O Nε-((tert-butoxy)carbonyl)-L-lysine